(S)-N-(1-(3-chlorophenyl)-2-hydroxyethyl)-1-(2-((4,4-difluorocyclohexyl)amino)-5-methylpyrimidin-4-yl)-1H-imidazole-4-amide ClC=1C=C(C=CC1)[C@@H](CO)NC(=O)C=1N=CN(C1)C1=NC(=NC=C1C)NC1CCC(CC1)(F)F